2-(3,4-difluorobenzyl)-1-methylene-1H-pyrrolo[3,4-c]pyridin-3(2H)-one FC=1C=C(CN2C(C=3C=NC=CC3C2=C)=O)C=CC1F